(4-methyl-2-oxo-9-phenyl-2H-furo[2,3-h]chromen-8-yl)(phenyl)methyltetradecanoic acid CC1=CC(OC2=C3C(=CC=C12)OC(=C3C3=CC=CC=C3)C(C(=O)O)(CCCCCCCCCCCC)CC3=CC=CC=C3)=O